C(C)(C)(C)C1=CC(=NC=N1)N[C@H](C(=O)O)CCN(CCCCC1=NC=2NCCCC2C=C1)CCOC=1C(=NC=CC1)C (S)-2-((6-(tert-butyl)pyrimidin-4-yl)amino)-4-((2-((2-methylpyridin-3-yl)oxy)ethyl)(4-(5,6,7,8-tetrahydro-1,8-naphthyridin-2-yl)butyl)amino)butanoic acid